C1(CCCC2=CC=CC=C12)=N[S@@](=O)C(C)(C)C (S)-N-(3,4-dihydronaphthalene-1(2H)-ylidene)-2-methylpropane-2-sulfinamide